5-(1,1-difluoroethyl)pyridin FC(C)(F)C=1C=CC=NC1